COC1=CC=C(C=C1)C1OCC2(COC(OC2)(C)C)CO1 9-(4-methoxyphenyl)-3,3-dimethyl-2,4,8,10-tetraoxaspiro[5.5]undecane